C(#N)C1(CCN(CC1)C1=C(C=NC2=CC=C(C=C12)F)C(=O)N1CCN(CC1)C(=O)N(CC)CC)C 4-(4-(4-Cyano-4-methylpiperidin-1-yl)-6-fluoroquinoline-3-carbonyl)-N,N-diethylpiperazine-1-carboxamide